ClC1=NC2=CC=CC=C2C(=C1)NCCC1=CC=C(C=C1)NO 2-chloro-N-(4-(hydroxyamino)phenethyl)quinolin-4-amine